C1=CC=C(C=2OC3=C(C21)C=CC=C3)C3=CC=C(C=C3)N(C=3C2=CC=CC=C2C=2C=CC=CC2C3)C3=CC=C(C=C3)C3=CC=CC2=CC=CC=C32 4-(dibenzofuran-4-yl)phenyl-4-(naphthalen-1-yl)phenyl-phenanthren-9-yl-amine